5-hydroxy-1,3,8-trimethyl-6-(2-methylbenzyl)pyrido[2,3-d]pyrimidine-2,4,7(1h,3h,8h)-trione OC1=C(C(N(C=2N(C(N(C(C21)=O)C)=O)C)C)=O)CC2=C(C=CC=C2)C